Cl.NC1CCN(CC1)C=1N(C(C(=C(N1)C1=CC=C(C=C1)C#N)C1=CC=C(OCCC2=CC=C(C(=O)NO)C=C2)C=C1)=O)C 4-(2-(4-(2-(4-aminopiperidin-1-yl)-4-(4-cyanophenyl)-1-methyl-6-oxo-1,6-dihydropyrimidin-5-yl)phenoxy)ethyl)-N-hydroxybenzoamide hydrochloride